7-cyano-1-[(4-methoxyphenyl) methyl]-1H-indazol-6-yl trifluoromethanesulfonate FC(S(=O)(=O)OC1=CC=C2C=NN(C2=C1C#N)CC1=CC=C(C=C1)OC)(F)F